[N+](=O)([O-])C1=C(C=C(C=C1)[N+](=O)[O-])OC(C(=O)OC1=C(C=CC(=C1)[N+](=O)[O-])[N+](=O)[O-])=O bis(2,5-dinitrophenyl)-Oxalat